CC1(C[C@H](NC1)C(=O)N[C@H](C(=O)OC)C[C@H]1C(NCC1)=O)C (S)-methyl 2-((S)-4,4-dimethylpyrrolidine-2-carboxamido)-3-((S)-2-oxopyrrolidin-3-yl)propanoate